[C@H]12OC[C@H](N(C1)C1=NC=3N(C=C1)N=CC3C(=O)NC=3C(=NN(C3)C3CCC(CC3)CO)C)C2 5-((1R,4R)-2-oxa-5-azabicyclo[2.2.1]heptan-5-yl)-N-(1-((1R,4R)-4-(hydroxymethyl)cyclohexyl)-3-methyl-1H-pyrazol-4-yl)pyrazolo[1,5-a]pyrimidine-3-carboxamide